(3R,4R)-3-fluoro-N-[5-methyl-7-(sec-butyl)imidazo[4,3-f][1,2,4]triazin-2-yl]piperidin-4-amine hydrochloride Cl.F[C@@H]1CNCC[C@H]1NC1=NN2C(C=N1)=C(N=C2C(C)CC)C